2-bromo-α-(4-chlorophenyl)-5-methoxy-Benzenemethanol BrC1=C(C=C(C=C1)OC)C(O)C1=CC=C(C=C1)Cl